NC1=C(C=C(C=N1)N1C[C@@H](N(CC1)C(=O)OC(C)(C)C)CC)F tert-butyl (S)-4-(6-amino-5-fluoropyridin-3-yl)-2-ethylpiperazine-1-carboxylate